(2E)-2-penten-1-ol C(\C=C\CC)O